2-[5-(4-cyclopropylphenyl)-3-(ethanesulfonyl)pyridin-2-yl]-4-ethyl-3-methyl-6-(trifluoromethyl)imidazo[4,5-b]pyridin-5-one C1(CC1)C1=CC=C(C=C1)C=1C=C(C(=NC1)C1=NC2=C(N(C(C(=C2)C(F)(F)F)=O)CC)N1C)S(=O)(=O)CC